C(CCCCCCCCCCCCCCCCCCC)(=O)[O-] eicosanate